CO[C@H]1CN(CC[C@H]1N(C(=O)NC=1C(N(C=C(C1)C(F)(F)F)C)=O)C)C=1C=C2C(=NC1)NN=C2OC 1-((3S,4R)-3-methoxy-1-(3-methoxy-1H-pyrazolo[3,4-b]pyridin-5-yl)piperidin-4-yl)-1-methyl-3-(1-methyl-2-oxo-5-(trifluoromethyl)-1,2-dihydropyridin-3-yl)urea